C1(CC1)C(=O)NC1=NC=C(C(=O)N)C(=C1)NC1=C(C(=CC=C1)C=1C=NN(C1)[C@H]1[C@@H](CCC1)OC)OC 6-(cyclopropanecarboxamido)-4-((2-methoxy-3-(1-((1R,2R)-2-methoxycyclopentyl)-1H-pyrazol-4-yl)phenyl)amino)nicotinamide